OC1(C=C2C=CC=CC2=C1)C(=O)O 2-Hydroxyindene-2-carboxylic acid